(1R,3aS,6aR)-N-((R,Z)-4-fluoro-4-(methylsulfonyl)-1-((R)-2-oxopyrrolidin-3-yl)but-3-en-2-yl)-2-(9-hydroxy-9H-fluorene-9-carbonyl)octahydrocyclopenta[c]pyrrole-1-carboxamide F/C(=C/[C@@H](C[C@@H]1C(NCC1)=O)NC(=O)[C@@H]1N(C[C@@H]2[C@H]1CCC2)C(=O)C2(C1=CC=CC=C1C=1C=CC=CC21)O)/S(=O)(=O)C